[F-].C(CCCCCCCCCC)C1(CC=[NH+]C=C1)C 4-1-Undecyl-4-Methylpyridinium fluorid